C(#N)C=1C=CC=2C(N1)=NN(C2)CC2=C1C=CNC1=C(C=C2S(=O)(=O)N(C)C)C 4-((6-cyano-2H-pyrazolo[3,4-b]pyridin-2-yl)methyl)-N,N,7-trimethyl-1H-indole-5-sulfonamide